S1C=C(C=C1)CCN1CC2=CC=CC=C2CC1 2-(2-(thien-3-yl)ethyl)-1,2,3,4-tetrahydroisoquinoline